C1=CC=CC=2C3=CC=CC=C3C(C12)COC(=O)N[C@H](C(=O)O)CCC(OCC=C)=O (2S)-2-(9H-fluoren-9-ylmethoxycarbonyl-amino)-5-oxo-5-prop-2-enyloxypentanoic acid